CS(=O)(=O)C=1C=C(C=CC1C(F)(F)F)CC1CC2(CN(C2)C(=O)N2C[C@H](CC2)C2=NC=NN2)C1 [6-[[3-Methylsulfonyl-4-(trifluoromethyl)phenyl]methyl]-2-azaspiro[3.3]heptan-2-yl]-[(3S)-3-(1H-1,2,4-triazol-5-yl)pyrrolidin-1-yl]methanone